3-((3-(7,8-dichloro-4-(1H-imidazol-1-yl)quinolin-2-yl)benzyl)oxy)propanoic acid ClC1=CC=C2C(=CC(=NC2=C1Cl)C=1C=C(COCCC(=O)O)C=CC1)N1C=NC=C1